2-chloro-4-((2,6-difluorobenzyl)amino)pyrimidin-5-carboxamide ClC1=NC=C(C(=N1)NCC1=C(C=CC=C1F)F)C(=O)N